NC1=CC=C2C(C(NC2=C1)=O)=CC1=CC=C(O1)C=1C=C(C(=O)O)C=CC1 3-(5-((6-amino-2-oxoindolin-3-ylidene)methyl)furan-2-yl)benzoic acid